FC1(CN(CCC1N1N=CC=C1C)C(=O)OC(C)(C)C)F tert-Butyl 3,3-difluoro-4-(5-methylpyrazol-1-yl)piperidine-1-carboxylate